1-cyclohexyl-2,2,3-trimethylbut-3-en-1-one oxime C1(CCCCC1)C(C(C(=C)C)(C)C)=NO